(R)-4-methyl-6-(4-((3-(1-oxo-1,3-dihydroisobenzofuran-5-yl)piperazin-1-yl)methyl)-1H-pyrazol-1-yl)nicotinonitrile CC1=CC(=NC=C1C#N)N1N=CC(=C1)CN1C[C@H](NCC1)C=1C=C2COC(C2=CC1)=O